CC1=C([C@H](C(=C(N1)C)P2(=O)OCC(CO2)(C)C)C3=CC(=CC=C3)[N+](=O)[O-])C(=O)OCCN(CC4=CC=CC=C4)C5=CC=CC=C5 The molecule is a 2-[benzyl(phenyl)amino]ethyl 5-(5,5-dimethyl-2-oxido-1,3,2-dioxaphosphinan-2-yl)-2,6-dimethyl-4-(3-nitrophenyl)-1,4-dihydropyridine-3-carboxylate that has (R)-configuration. It is a selective blocker of T-type Ca(2+) channels. It has a role as a calcium channel blocker. It is an enantiomer of a (S)-efonidipine.